ClC=1N=C2N(C(C1)=O)C=CN2COCC[Si](C)(C)C 7-chloro-1-((2-(trimethylsilyl)ethoxy)methyl)imidazo[1,2-a]pyrimidin-5(1H)-one